N-(4-(3-(azetidin-3-yloxy)pyridin-4-yl)-2-methylbenzyl)-1-(tert-butyl)-1H-1,2,3-triazole-4-carboxamide hydrochloride Cl.N1CC(C1)OC=1C=NC=CC1C1=CC(=C(CNC(=O)C=2N=NN(C2)C(C)(C)C)C=C1)C